3-(5-chloro-2H-benzotriazol-2-yl)-5-(1,1-DIMETHYLETHYL)-4-hydroxy-benzenepropanoic acid ClC1=CC=2C(=NN(N2)C=2C=C(C=C(C2O)C(C)(C)C)CCC(=O)O)C=C1